2-bromo-5-chloropyridin-3-yl 2,4,6-tri-O-acetyl-3-azido-3-deoxy-1-thio-α-D-galactopyranoside C(C)(=O)O[C@H]1[C@@H](SC=2C(=NC=C(C2)Cl)Br)O[C@@H]([C@@H]([C@@H]1N=[N+]=[N-])OC(C)=O)COC(C)=O